3-((4-(1-(2-bromoacetyl)piperidin-4-yl)phenyl)amino)piperidine-2,6-dione BrCC(=O)N1CCC(CC1)C1=CC=C(C=C1)NC1C(NC(CC1)=O)=O